ethyl 6-bromo-1-(1-methylcyclopropyl)-7-[(2R)-2-{[(3-methylpyridin-2-yl) oxy] methyl} pyrrolidin-1-yl]-4-oxo-1,4-dihydroquinoline-3-carboxylate BrC=1C=C2C(C(=CN(C2=CC1N1[C@H](CCC1)COC1=NC=CC=C1C)C1(CC1)C)C(=O)OCC)=O